(1E)-1-[3-(1,1-difluoro-2-hydroxyethyl)-5-fluorophenyl]Ethylene FC(CO)(F)C=1C=C(C=C(C1)F)C=C